6-Chloro-4-(2-methoxyethoxy)pyridin-3-amine ClC1=CC(=C(C=N1)N)OCCOC